(S)- and (R)-2-(((1-(4-chlorophenyl)cyclopropyl)methyl)amino)-N-(5-(1-methyl-1H-pyrazol-4-yl)pyridin-2-yl)-2-phenylacetamide ClC1=CC=C(C=C1)C1(CC1)CN[C@H](C(=O)NC1=NC=C(C=C1)C=1C=NN(C1)C)C1=CC=CC=C1 |r|